2-Amino-4-(3-(3-((dimethylamino)methyl)pyrrolidin-1-yl)-5-fluoro-7,9-dihydrofuro[3,4-f]quinazolin-6-yl)-7-fluorothieno[3,2-c]pyridine-3-carbonitrile NC1=C(C=2C(=NC=C(C2S1)F)C=1C2=C(C=3C=NC(=NC3C1F)N1CC(CC1)CN(C)C)COC2)C#N